C(CCCCC)O[Si](OCCCCCC)(OCCCCCC)CCCSSCCC[Si](OCCCCCC)(OCCCCCC)OCCCCCC bis(trihexyloxysilylpropyl) disulfide